2-aminopropyladenine NC(CC1=NC(=C2NC=NC2=N1)N)C